OCCCOC1=CC2=C(N=C(S2)CNC(=O)C2(CC3=CC=CC=C3C2)CC(=O)OC(C)(C)C)C=C1 tert-butyl 2-[2-[[6-(3-hydroxypropoxy)-1,3-benzothiazol-2-yl]methylcarbamoyl]indan-2-yl]acetate